3-methyl-5-tert-butyl-1,2-phenylenedi(4-methylbenzoate) CC=1C(=C(C=C(C1)C(C)(C)C)C1=C(C(=O)[O-])C=CC(=C1)C)C1=C(C(=O)[O-])C=CC(=C1)C